3-(methylsulphonamido)benzoic acid CS(=O)(=O)NC=1C=C(C(=O)O)C=CC1